6-(4-(4-bromophenyl)piperazin-1-yl)-2-isobutyl-1H-benzo[d]imidazole BrC1=CC=C(C=C1)N1CCN(CC1)C=1C=CC2=C(NC(=N2)CC(C)C)C1